1-(1H-pyrazol-4-yl)cyclobutan-1-ol methyl-(2S)-2-[[(2S)-2-(tert-butoxycarbonylamino)-3-cyclopropyl-propanoyl]amino]-3-(2-pyridyl)propanoate C[C@@](C(=O)OC1(CCC1)C=1C=NNC1)(CC1=NC=CC=C1)NC([C@H](CC1CC1)NC(=O)OC(C)(C)C)=O